(5-((6,7-dimethoxyquinazolin-4-yl)amino)pentyl)phosphonic acid COC=1C=C2C(=NC=NC2=CC1OC)NCCCCCP(O)(O)=O